C(C1=CC=CC=C1)S(=O)(=O)N1CC=2C=CC(=NC2CC1)N1C2CN(CC1CC2)CC 6-(benzylsulfonyl)-2-(3-ethyl-3,8-diazabicyclo[3.2.1]oct-8-yl)-5,6,7,8-tetrahydro-1,6-naphthyridine